N-(4-chlorophenyl)-4-{3-(4-chlorophenyl)-1-[2-(4-morpholinyl)ethyl]ureido}-3-methoxybenzamide ClC1=CC=C(C=C1)NC(C1=CC(=C(C=C1)N(C(=O)NC1=CC=C(C=C1)Cl)CCN1CCOCC1)OC)=O